FC=1C=2N(C=C(C1)NC(=O)C1=CC=CC=3C=C(OC31)C)C=C(N2)C N-[8-fluoro-2-methylimidazo[1,2-a]pyridin-6-yl]-2-methyl-1-benzofuran-7-carboxamide